3-FLUORO-4-TRIFLUOROMETHYL-PHENYLBORONIC ACID FC=1C=C(C=CC1C(F)(F)F)B(O)O